C(CC(C)C)OCCCCOCCC(C)C 1-(4-isopentyloxybutoxy)-3-methyl-butane